C(C)(C)(C)OC(=O)N1CCN(CC1)C1=CC(=C(C(=O)O)C=C1)OC1CCN(CC1)C(C1=CC(=C(C=C1)O[C@@H]1CN(CC1)C(=O)OC(C)(C)C)C1CCC(CC1)C(C)(C)C)=O (S)-4-(4-(tert-butoxycarbonyl)piperazin-1-yl)-2-((1-(4-((1-(tert-butoxycarbonyl)pyrrolidin-3-yl)oxy)-3-(4-(tert-butyl)cyclohexyl)benzoyl)piperidin-4-yl)oxy)benzoic acid